N-(5-cyclopropyl-1H-pyrazol-3-yl)-2-[4-[[(2,2-difluorocyclobutyl)amino]methyl]-2-azabicyclo[2.1.1]hex-2-yl]pyrimidin-4-amine C1(CC1)C1=CC(=NN1)NC1=NC(=NC=C1)N1C2CC(C1)(C2)CNC2C(CC2)(F)F